3,5-dichloro-2-hydroxybenzene sodium salt [Na].ClC=1C(=CC=C(C1)Cl)O